(E)-N'-(3,5-dibromo-6-methylpyrazin-2-yl)-N-hydroxyformimidamide BrC=1C(=NC(=C(N1)Br)C)/N=C/NO